ClC=1C=NC(=NC1)N1CCC2(CC(C2)CCOC2=CC(=C(C=C2)CC(=O)N2CC(C2)CNC[C@@H]([C@H]([C@@H]([C@@H](CO)O)O)O)O)F)CC1 2-[4-[2-[7-(5-chloropyrimidin-2-yl)-7-azaspiro[3.5]nonan-2-yl]ethoxy]-2-fluoro-phenyl]-1-[3-[[[(2S,3R,4R,5R)-2,3,4,5,6-pentahydroxyhexyl]amino]methyl]azetidin-1-yl]ethanone